CN1N=C(N=N1)C1=NC=C(C=C1)B1OC(C)(C)C(C)(C)O1 2-(2-methyl-2H-tetrazole-5-yl)pyridine-5-boronic acid pinacol ester